2-((2-chlorophenyl)amino)-6-(trifluoromethyl)nicotinic acid ClC1=C(C=CC=C1)NC1=C(C(=O)O)C=CC(=N1)C(F)(F)F